C(C)(C)(C)N1CCC(CC1)S(=O)(=O)Cl tert-butyl-4-(chlorosulfonyl)-piperidine